C[NH2+]CCCCCCCCCCCCC methyl-tridecylazanium